2-methylazacyclohexane CC1NCCCC1